5-(bromomethyl)-3-phenylisoxazole BrCC1=CC(=NO1)C1=CC=CC=C1